4-((chloromethoxy)carbonyloxy)benzoic acid methyl ester COC(C1=CC=C(C=C1)OC(=O)OCCl)=O